oxazol-5-carboxamide O1C=NC=C1C(=O)N